CC1=CC=2N(C=C1)N=NC2C2[C@H]1CN(C[C@@H]21)C(=O)OC(C)(C)C tert-butyl (1R,5S,6r)-6-(5-methyl[1,2,3]triazolo[1,5-a]pyridin-3-yl)-3-azabicyclo[3.1.0]hexane-3-carboxylate